FC(F)P(C1=CC=C(C=C1)OC)C1=CC=C(C=C1)OC (difluoromethyl)bis(4-methoxyphenyl)phosphane